ClC=1C(N(C(=CC1OCC1=NC=C(C=C1F)F)C)C1=C(C(=NC=C1C)C1=NC(=NC=C1)C(C)(C)O)F)=O rel-3-chloro-4-[(3,5-difluoropyridin-2-yl)methoxy]-3'-fluoro-2'-[2-(2-hydroxypropan-2-yl)pyrimidin-4-yl]-5',6-dimethyl-[1,4'-bipyridin]-2-one